C(=CCCCCCCCCCC)C1C(=O)OC(C1)=O Dodecenyl-succinic acid anhydride